(3-(2-(4-(methylsulfinyl)phenyl)furo[3,2-b]pyridin-7-yl)phenyl)(morpholino)methanone CS(=O)C1=CC=C(C=C1)C1=CC2=NC=CC(=C2O1)C=1C=C(C=CC1)C(=O)N1CCOCC1